NC1=C(C(=O)O)C=C(C(C1F)(F)Br)Cl 2-amino-4-bromo-5-chloro-3,4-difluorobenzoic acid